Cl.FC1(C[C@H](CNC1)N1C(C(CCC1)C)=O)F (3'R)-5',5'-Difluoro-3-methyl[1,3'-bipiperidin]-2-one, hydrochloride salt